3-(6-(furan-3-yl)-1-((2-(trimethylsilyl)ethoxy)methyl)-1H-benzo[d]imidazol-2-yl)-1-((2-(trimethylsilyl)ethoxy)methyl)-1H-indazole-5-carboxylic acid O1C=C(C=C1)C=1C=CC2=C(N(C(=N2)C2=NN(C3=CC=C(C=C23)C(=O)O)COCC[Si](C)(C)C)COCC[Si](C)(C)C)C1